C1(CC1)C1=C(C=CC=C1)C1CCN(CC1)C(CN1N=C(C2=C1CCC2)C(=O)N2C[C@H](O[C@H](C2)C)C)=O 1-[4-(2-Cyclopropylphenyl)piperidin-1-yl]-2-{3-[(2R,6S)-2,6-dimethylmorpholin-4-carbonyl]-5,6-dihydrocyclopenta[c]pyrazol-1(4H)-yl}ethan-1-on